O[C@H]1[C@@H]([C@H]([C@H](C1)O)C\C=C/CCCC(=O)NCC)\C=C\[C@H](CCC1=CC=CC=C1)O (5Z)-7-{(1R,2R,3R,5S)-3,5-Dihydroxy-2-[(1E,3S)-3-hydroxy-5-phenylpent-1-en-1-yl]cyclopentyl}-N-ethylhept-5-enamide